3-methoxybenzoylamino-piperidine-1-carboxylate COC=1C=C(C(=O)NC2N(CCCC2)C(=O)[O-])C=CC1